O1CCC(=CC1)C=1SC2=C(C(=NC=C2)OC)N1 (3,6-dihydro-2H-pyran-4-yl)-4-methoxy-thiazolo[4,5-c]pyridin